5-methyl-2-((4-(4-methylpiperazin-1-yl)phenyl)amino)thieno[2,3-d]pyrimidine CC1=CSC=2N=C(N=CC21)NC2=CC=C(C=C2)N2CCN(CC2)C